FC1=CC=C(C=C1)C1COC2=C1C=C(C=C2C(=O)NC)C(=O)NC=2C=NN(C2)C 3-(4-fluorophenyl)-N7-methyl-N5-(1-methyl-1H-pyrazol-4-yl)-2,3-dihydrobenzofuran-5,7-dicarboxamide